1-(9-(1-amino-6-methyl-8-(4-(pyrimidin-2-yloxy)-phenyl)pyrrolo[1,2-a]pyrazin-7-yl)-3-azaspiro[5.5]undec-8-en-3-yl)prop-2-en-1-one NC=1C=2N(C=CN1)C(=C(C2C2=CC=C(C=C2)OC2=NC=CC=N2)C2=CCC1(CCN(CC1)C(C=C)=O)CC2)C